ClC=1C=CC(=C(C1)C1=CC=C(C=C1)C[C@H](C[C@@](C(=O)OCC1=CC=CC=C1)(C)COCC)NC(=O)C1=CC(=NO1)OCC1=CC=C(C=C1)OC)F benzyl (2S,4R)-5-(5'-chloro-2'-fluoro-[1,1'-biphenyl]-4-yl)-2-(ethoxymethyl)-4-(3-((4-methoxybenzyl) oxy) isoxazole-5-carboxamido)-2-methylpentanoate